(3R)-3-(2-((R)-1-acetylpyrrolidine-2-carboxamido)-2-(4-phosphonophenyl)acetamido)-2-hydroxy-3,4-dihydro-2H-benzo[e][1,2]oxaborinine-8-carboxylic acid C(C)(=O)N1[C@H](CCC1)C(=O)NC(C(=O)N[C@@H]1B(OC2=C(C1)C=CC=C2C(=O)O)O)C2=CC=C(C=C2)P(=O)(O)O